8'-hydroxy-1-methylspiro[indoline-2,3'-(3H)-naphtho(2,1-b)-1,4-oxazine] OC=1C=C2C=CC=3OC4(C=NC3C2=CC1)N(C1=CC=CC=C1C4)C